nitrobenzyl-ethanediol [N+](=O)([O-])CC(O)(O)CC1=CC=CC=C1